1-(2-pyridylmethyl)-N-(6S)-2-cyclopropyl-4-methyl-5-oxo-7,8-dihydro-6H-pyrazolo[1,5-a][1,3]diazepin-6-yl-1,2,4-triazole-3-carboxamide N1=C(C=CC=C1)CN1CC=C2N1CC[C@H](C(N2C)=O)C2=NC(=NN2)C(=O)NC2CC2